3-(3-methoxyazetidin-1-yl)-1-methyl-1H-pyrazole-4-carboxylic acid COC1CN(C1)C1=NN(C=C1C(=O)O)C